3-(2-methoxyphenyl)-N-(6-(4-methoxyphenyl)thiazolo[4,5-b]pyrazin-2-yl)pyridine-4-carboxamide COC1=C(C=CC=C1)C=1C=NC=CC1C(=O)NC=1SC=2C(=NC=C(N2)C2=CC=C(C=C2)OC)N1